2-[(2,2,2-trifluoroethoxy)methyl]oxirane FC(COCC1OC1)(F)F